BrC1=CC=C(C=C1)C1=CC=C(C=C1)C1=C(C=C2C(=N1)N=C(N2COCC[Si](C)(C)C)O[C@@H]2C[C@@H]1OC(OC[C@H]1OC2)C2=CC=CC=C2)Cl 5-(4'-bromo-[1,1'-biphenyl]-4-yl)-6-chloro-2-(((4aR,7R,8aS)-2-phenylhexahydropyrano[3,2-d][1,3]dioxin-7-yl)oxy)-1-((2-(trimethylsilyl)ethoxy)methyl)-1H-imidazo[4,5-b]pyridine